N1(CCN(CC1)C(=O)OC(C)C)C(=O)OC(C)(C)C 1-(tert-butyl) 4-isopropyl piperazine-1,4-dicarboxylate